C(C1CO1)OCCC[Si](OC)(OC)C Glycidoxypropyl-methyldi-methoxysilan